(2-chlorophenyl)(4-((5-methyl-4-nitro-1-(tetrahydro-2H-pyran-2-yl)-1H-pyrazol-3-yl)amino)-6-morpholinopyridin-3-ylmethanone) ClC1=C(C=CC=C1)C(=O)C=1C=NC(=CC1NC1=NN(C(=C1[N+](=O)[O-])C)C1OCCCC1)N1CCOCC1